N[C@@H](C(=O)O)CCC1=NC=C(C=N1)OC (R)-2-amino-4-(5-methoxypyrimidin-2-yl)butanoic acid